4-amino-N-((5-bromopyridin-2-yl)methyl)-N-cyclopropyl-7-fluoro-3-methyl-1,3-dihydrofuro[3,4-c]quinoline-8-carboxamide NC1=NC=2C=C(C(=CC2C2=C1C(OC2)C)C(=O)N(C2CC2)CC2=NC=C(C=C2)Br)F